COC1=C(C=C(C(=C1)[N+](=O)[O-])S(=O)(=O)O)N1NC=NN1C1=C(C=C(C(=C1)S(=O)(=O)O)[N+](=O)[O-])OC 2,3-bis(2-methoxy-4-nitro-5-sulfophenyl)-2H-tetrazole